4-methoxy-1H-pyrrol-2(5H)-one COC1=CC(NC1)=O